ClC1=CC(=C(COC2=CC=CC(=N2)C2=C(C=C(CC3=NC4=C(N3CC3OCCC3)C=C(C=C4)C(=O)O)C=C2)F)C=C1)F 2-(4-(6-(4-chloro-2-fluorobenzyloxy)pyridin-2-yl)-3-fluorobenzyl)-1-((tetrahydrofuran-2-yl)methyl)-1H-benzo[d]imidazole-6-carboxylic acid